1-[5-(2,2-difluorocyclopropyl)-4,4'-difluoro[1,1'-biphenyl]-3-yl]-3-[(1-ethyl-1H-pyrazol-4-yl)methyl]-1,3-dihydro-2H-imidazol-2-one FC1(C(C1)C=1C(=C(C=C(C1)C1=CC=C(C=C1)F)N1C(N(C=C1)CC=1C=NN(C1)CC)=O)F)F